2-(4-chloro-2,3-dihydro-1H-inden-2-yl)acetic acid ethyl ester C(C)OC(CC1CC2=CC=CC(=C2C1)Cl)=O